[(1R,3S)-3-(5-amino-1-tert-butyl-pyrazol-3-yl)cyclopentyl] N-isopropylcarbamate C(C)(C)NC(O[C@H]1C[C@H](CC1)C1=NN(C(=C1)N)C(C)(C)C)=O